[Cl-].COC=C(C)C=1C=C(C=CC1)C1(COC1)C(=O)OC methyl 3-(3-(1-methoxyprop-1-en-2-yl)phenyl)oxetane-3-carboxylate chloride